BrC1=CC=C(COC([C@@H](N)C(C)C)=O)C=C1 L-valine p-bromobenzyl ester